(5S)-3-oxo-2-(2,4,5-trifluorobenzyl)-2,3,5,6,7,8-hexahydro[1,2,4]triazolo[4,3-a]pyridine-5-carboxylic acid O=C1N(N=C2N1[C@@H](CCC2)C(=O)O)CC2=C(C=C(C(=C2)F)F)F